7-(cinnolin-5-yl)-1,7-diazaspiro[3.5]nonane-1-carboxylic acid tert-butyl ester C(C)(C)(C)OC(=O)N1CCC12CCN(CC2)C2=C1C=CN=NC1=CC=C2